C1(CCC1)NC(C[C@H](CCNC(=O)C1COC1)NC(=O)C1=NN(C(=C1)C1=C(C=CC=C1)C(F)(F)F)C1CCCC1)=O (3S)-N-cyclobutyl-3-({1-cyclopentyl-5-[2-(trifluoromethyl)phenyl]-1H-pyrazol-3-yl}formamido)-5-(oxetan-3-ylformamido)pentanamide